N-(2-(aminomethyl)pyridin-4-yl)-1,1,1-trifluoromethanesulfonamide NCC1=NC=CC(=C1)NS(=O)(=O)C(F)(F)F